OCCCS(=O)(=O)O.C(CC)N(CCC)CCC tripropylamine 3-hydroxy-propanesulfonate salt